N=1N(N=C2C1C=CC=C2)CCCC#CCB2OC(CN(CC(O2)=O)C)=O 2-(6-(2H-benzo[d][1,2,3]triazol-2-yl)hex-2-yn-1-yl)-6-methyl-1,3,6,2-dioxazaborocane-4,8-dione